C(C)(C)(C)OC(NC1=CC(=NC=C1OCC)NC(CC)=O)=O (5-Ethoxy-2-propionylamino-pyridin-4-yl)carbamic acid tert-butyl ester